C(C)OP(=O)(C)C=1N=C(SC1CCCO)NC Ethyl(5-(3-hydroxypropyl)-2-(methylamino) thiazol-4-yl)(methyl)phosphinate